C[C@@H]1CN(CC=2C=CC(=NC12)C1CCNCC1)C=1C=2N(C(=CC1)C#N)N=CC2 (R)-4-(8-methyl-2-(piperidin-4-yl)-7,8-dihydro-1,6-naphthyridin-6(5H)-yl)pyrazolo[1,5-a]pyridine-7-carbonitrile